F[Sb-](F)(F)(F)(F)F.C(C1=CC=CC=C1)N1C=[N+](C=C1)C 1-Benzyl-3-methylimidazolium hexafluoroantimonat